C(C1=CC=CC=C1)C1=C(C=CC=C1C)O 2-Benzyl-3-methylphenol